Tert-butyl (1S,5R)-3-(7-chloro-8-fluoro-5-methoxy-2-(methylthio)pyrido[4,3-d]pyrimidin-4-yl)-1-((methoxy-d3)methyl)-3,8-diazabicyclo[3.2.1]octane-8-carboxylate ClC1=C(C=2N=C(N=C(C2C(=N1)OC)N1C[C@@]2(CC[C@H](C1)N2C(=O)OC(C)(C)C)COC([2H])([2H])[2H])SC)F